FC1=CC=C(C=C1)C1N(CC(N(C1)C(C(C)C)=O)C)C(C(=O)NC1=NC(=C(C(=O)N)C=C1)OC)=O (2-(2-(4-fluorophenyl)-4-isobutyryl-5-methylpiperazin-1-yl)-2-oxoacetamido)-2-methoxynicotinamide